neodymium bis(1-methylheptyl)phosphate CC(CCCCCC)OP(=O)(OC(CCCCCC)C)[O-].[Nd+]